6-bromo-7-iodoquinazoline-2,4-diol BrC=1C=C2C(=NC(=NC2=CC1I)O)O